(S)-8-(hydroxymethyl)-5-methyl-3-(tritylamino)-2,3-dihydrobenzo[b][1,4]oxazepine OCC=1C=CC2=C(OC[C@H](CN2C)NC(C2=CC=CC=C2)(C2=CC=CC=C2)C2=CC=CC=C2)C1